5-(2,4-dioxotetrahydropyrimidin-1(2H)-yl)-1H-indazol O=C1N(CCC(N1)=O)C=1C=C2C=NNC2=CC1